C1(CC1)N(C1=C2C=C(NC2=C(C(=C1)C1=C(C=C(C=C1)OC)F)OC)C1=C(C=C(C=C1)NC(=O)NOC)F)C1=C(C=CC=C1OC)OC 1-(4-(4-(cyclopropyl-(2,6-dimethoxyphenyl)amino)-6-(2-fluoro-4-methoxyphenyl)-7-methoxy-1H-indol-2-yl)-3-fluorophenyl)-3-methoxyurea